CC=1NC(=CC1C(=O)OCC)S(NC1CC2=CC=C(C=C2C1)C(F)(F)F)(=O)=O Ethyl 2-methyl-5-(N-(5-(trifluoromethyl)-2,3-dihydro-1H-inden-2-yl)sulfamoyl)-1H-pyrrole-3-carboxylate